N-{3,5-difluoro-4-[(3-[5-(propan-2-yl)-1,3,4-oxadiazol-2-yl]-1-{[2-(trimethylsilyl)ethoxy]methyl}-1H-pyrrolo[2,3-b]pyridin-4-yl)oxy]phenyl}-N'-[(3-methyloxetan-3-yl)methyl]urea FC=1C=C(C=C(C1OC1=C2C(=NC=C1)N(C=C2C=2OC(=NN2)C(C)C)COCC[Si](C)(C)C)F)NC(=O)NCC2(COC2)C